butyl 4-(5-(3-bromo-2-methoxyphenyl)isoxazol-3-yl)piperazine-1-carboxylate BrC=1C(=C(C=CC1)C1=CC(=NO1)N1CCN(CC1)C(=O)OCCCC)OC